(R*)-1-((R*)-7-fluoro-2,2-dimethylchroman-4-yl)ethane-1-sulfonamide FC1=CC=C2[C@@H](CC(OC2=C1)(C)C)[C@@H](C)S(=O)(=O)N |o1:5,13|